FC(OC1=CC2=C(N=C(O2)C=2C(=C(C=CC2)C2=C(C(=CC=C2)C=2OC3=C(N2)C=C(C(=C3)OC(F)F)CN3CC(C3)F)C)C)C=C1CN1[C@@H](CCC1)C(=O)O)F ((6-(difluoromethoxy)-2-(3'-(6-(difluoromethoxy)-5-((3-fluoroazetidin-1-yl)methyl)benzo[d]oxazol-2-yl)-2,2'-dimethyl-[1,1'-biphenyl]-3-yl)benzo[d]oxazol-5-yl)methyl)-L-proline